2-methyl-6-(4'-(methylsulfonyl)-[1,1'-biphenyl]-4-yl)-1H-benzo[d]imidazole-4-carboxylic acid CC1=NC2=C(N1)C=C(C=C2C(=O)O)C2=CC=C(C=C2)C2=CC=C(C=C2)S(=O)(=O)C